methyl-3-oxopentanoic acid methyl ester COC(C(C(CC)=O)C)=O